1-(4-hydroxypiperidin-1-yl)-6-phenylhexan-1-one OC1CCN(CC1)C(CCCCCC1=CC=CC=C1)=O